C(C)NC(=O)N[C@@H]1C[C@H](C2=CC(=C3C=C(N=CC3=C21)C2CC2)S(NCC(C)C)(=O)=O)O |r| 1-ethyl-3-[trans-(7RS,9RS)-3-cyclopropyl-7-hydroxy-5-(2-methylpropylsulfamoyl)-8,9-dihydro-7H-cyclopenta[H]isoquinolin-9-yl]urea